ClC=1C(=NC(=NC1)N[C@@H]1C[C@H]2CO[C@@H]([C@H]1O)O2)C=2C=C(C1=C(N(C(=N1)[C@H]1[C@@H](C1)NC(OC)=O)C(C)C)C2)F methyl ((1R,2R)-2-(6-(5-chloro-2-(((1S,3R,4S,5R)-4-hydroxy-6,8-dioxabicyclo[3.2.1]octan-3-yl)amino)pyrimidin-4-yl)-4-fluoro-1-isopropyl-1H-benzo[d]imidazol-2-yl)cyclopropyl)carbamate